1,3-dimethyl 2-[6-chloro-5-(methoxycarbonyl)-2-(methylsulfanyl) pyrimidin-4-yl]-2-methylpropanedioate ClC1=C(C(=NC(=N1)SC)C(C(=O)OC)(C(=O)OC)C)C(=O)OC